FC1=C(C=C(C=C1)OC1=NC(=CC=C1)C=1SC=CC1)O 2-fluoro-5-((6-(thiophen-2-yl)pyridin-2-yl)oxy)phenol